(3-fluoro-4-((1-isopropyl-2-keto-2,3-dihydro-1H-imidazo[4,5-b]pyridin-7-yl)oxy)phenyl)-1-(naphthalen-1-yl)-5-(trifluoromethyl)-1H-pyrazole-4-carboxamide FC=1C=C(C=CC1OC1=C2C(=NC=C1)NC(N2C(C)C)=O)C2=NN(C(=C2C(=O)N)C(F)(F)F)C2=CC=CC1=CC=CC=C21